1-[(5-Acetyl-2-pyridyl)methyl]-7-(cyclopropylmethyl)-3-methyl-1H-purine-2,6(3H,7H)-dione C(C)(=O)C=1C=CC(=NC1)CN1C(N(C=2N=CN(C2C1=O)CC1CC1)C)=O